3-(4,6-dichloropyrimidin-2-yl)cyclobutan-1-one ClC1=NC(=NC(=C1)Cl)C1CC(C1)=O